FC1(OC2=C(O1)C=CC(=C2)C=2OC1=CC(=CC(=C1C(C2)=O)O)O)F 2-(2,2-difluorobenzo[d][1,3]dioxol-5-yl)-5,7-dihydroxy-4H-chromen-4-one